isopropoxytitanium trimyristate C(CCCCCCCCCCCCC)(=O)[O-].C(CCCCCCCCCCCCC)(=O)[O-].C(CCCCCCCCCCCCC)(=O)[O-].C(C)(C)O[Ti+3]